5-(4-(4-(2,6-dioxopiperidin-3-yl)-3,5-difluorophenyl)piperazin-1-yl)-2-formylbenzonitrile O=C1NC(CCC1C1=C(C=C(C=C1F)N1CCN(CC1)C=1C=CC(=C(C#N)C1)C=O)F)=O